(R)-2-(4-bromophenyl)-1-(4-((5R,7R)-7-hydroxy-5-methyl-6,7-dihydro-5H-cyclopenta[d]pyrimidin-4-yl)piperazin-1-yl)-4-(isobutylamino)butan-1-one BrC1=CC=C(C=C1)[C@H](C(=O)N1CCN(CC1)C=1C2=C(N=CN1)[C@@H](C[C@H]2C)O)CCNCC(C)C